BrC1=CC(=C(C=C1)C=1NC(=NN1)C1=CC=CC(=N1)N1CCOCC1)N1CCC2(CC2)CC1 4-(6-(5-(4-bromo-2-(6-azaspiro[2.5]oct-6-yl)phenyl)-4H-1,2,4-triazol-3-yl)pyridin-2-yl)morpholine